BrC1=C2C=CN(C(C2=CN=C1)=O)CC=1N=C2N(C=C(C=C2)CN2CC3(CCOC3)CC2)C1 5-bromo-2-{[6-({2-oxa-7-azaspiro[4.4]nonan-7-yl}methyl)imidazo[1,2-a]pyridin-2-yl]methyl}-1,2-dihydro-2,7-naphthyridin-1-one